CC1=NNC(=C1C=1C=CC(=NC1F)NC([C@H](C1CCC(CC1)C)NC(=O)C=1N(N=CC1)CCS(=O)(=O)C)=O)C N-[(1S)-2-[[5-(3,5-dimethyl-1H-pyrazol-4-yl)-6-fluoro-2-pyridyl]amino]-1-(4-methylcyclohexyl)-2-oxo-ethyl]-2-(2-methylsulfonylethyl)pyrazole-3-carboxamide